C(CCC)OC(C1CCN(CC1)C1=CC(=C(C=C1F)[C@@H]1NC(C12CCCC2)=O)OC)OCCCC (3S)-3-{4-[4-(Dibutoxymethyl)piperidin-1-yl]-5-fluoro-2-methoxyphenyl}-2-azaspiro[3.4]octan-1-one